4-[bromo(dimethyl)silyl]butanenitrile Br[Si](CCCC#N)(C)C